disodium alpha-ketoglutaric acid-1,2,3,4-13C4 O=[13C]([13C](=O)O)[13CH2][13CH2]C(=O)O.[Na].[Na]